tert-butyl 4-[1-(3,3-difluoro-2H-benzofuran-6-yl)-5-methyl-pyrazol-3-yl]piperazine-1-carboxylate FC1(COC2=C1C=CC(=C2)N2N=C(C=C2C)N2CCN(CC2)C(=O)OC(C)(C)C)F